(S)-3-(2-benzyl-3-chloro-7-oxo-2,4,5,7-tetrahydro-6H-pyrazolo[3,4-c]pyridin-6-yl)-8-((3-hydroxyoxetan-3-yl)ethynyl)-5-methyl-2,3-dihydrobenzo[b][1,4]oxazepin-4(5H)-one C(C1=CC=CC=C1)N1N=C2C(N(CCC2=C1Cl)[C@@H]1C(N(C2=C(OC1)C=C(C=C2)C#CC2(COC2)O)C)=O)=O